CC(C(=O)[O-])=C.CC(C(=O)[O-])=C.CC(C(=O)[O-])=C.CC(C(=O)[O-])=C.[Zr+4] zirconium tetrakis(2-methylprop-2-enoate)